BrC=1C(=C(C=CC1)C=1C(=CC(=CC1)Cl)O)F 3'-bromo-4-chloro-2'-fluoro-[1,1'-biphenyl]-2-ol